CC(CC(=O)OCC)C Ethyl 3-methylbutyrate